1-{(2S)-2-[({6-[2-hydroxy-4-(trifluoromethyl)phenyl]-5-Methyl-1,2,4-triazin-3-yl}amino)methyl]pyrrolidin-1-yl}ethan-1-one OC1=C(C=CC(=C1)C(F)(F)F)C1=C(N=C(N=N1)NC[C@H]1N(CCC1)C(C)=O)C